tri(dodecyl)benzol C(CCCCCCCCCCC)C=1C(=C(C=CC1)CCCCCCCCCCCC)CCCCCCCCCCCC